CN1C=CC2=CC(=CC=C12)C1=NN(C2=NC=NC(=C21)N)CC2CCNCC2 3-(1-methyl-1H-indol-5-yl)-1-(piperidin-4-ylmethyl)-1H-pyrazolo[3,4-d]pyrimidin-4-amine